(3-(4,4,5,5-tetramethyl-1,3,2-dioxaborolan-2-yl)-2-(trifluoromethyl)phenyl)carbamic acid tert-butyl ester C(C)(C)(C)OC(NC1=C(C(=CC=C1)B1OC(C(O1)(C)C)(C)C)C(F)(F)F)=O